NC(CO)O 1-aminoethane-1,2-diol